methyl 7-(1-(adamantan-1-ylmethyl)-5-methyl-1H-pyrazol-4-yl)-3-(6-(benzo[d]thiazol-2-ylamino)-5-(trifluoromethyl)pyridazin-3-yl)imidazolo[1,2-a]pyridine-8-carboxylate C12(CC3CC(CC(C1)C3)C2)CN2N=CC(=C2C)C2=C(C=3N(C=C2)C(=CN3)C=3N=NC(=C(C3)C(F)(F)F)NC=3SC2=C(N3)C=CC=C2)C(=O)OC